3-(1H-imidazol-1-yl)propan-1-ol N1(C=NC=C1)CCCO